S1C=NC2=C1C=CC=C2N2C[C@H](CC2)CN2[C@H]([C@H]([C@@H]([C@H](C2)O)O)O)CO (2S,3R,4R,5S)-1-(((R)-1-(benzo[d]thiazol-4-yl)pyrrolidin-3-yl)methyl)-2-(hydroxymethyl)piperidine-3,4,5-triol